FC(S(=O)(=O)O)(F)F.C(CCC)N1CN(C=C1)C 1-butyl-3-methylimidazole trifluoromethanesulfonate salt